N1-(2-aminoethyl)-N1-methylpropane-1,3-diamine NCCN(CCCN)C